ClCC1=NC=C(C(=C1)C)F 2-(chloromethyl)-5-fluoro-4-methylpyridine